2-((3-(2-(6-(5-chloro-2-((oxan-4-yl)amino)pyrimidin-4-yl)-1-oxoisoindolin-2-yl)acetyl)-2,3,4,5-tetrahydro-1H-benzo[d]azepin-1-yl)methyl)isoindoline-1,3-dione ClC=1C(=NC(=NC1)NC1CCOCC1)C1=CC=C2CN(C(C2=C1)=O)CC(=O)N1CC(C2=C(CC1)C=CC=C2)CN2C(C1=CC=CC=C1C2=O)=O